N-vinyl-methyl-amide C(=C)[N-]C